Rac-5-[4-[(1,4-dimethylpyrrolidin-3-yl)oxymethyl]-2-methyl-pyrazol-3-yl]-N-(6-methylpyrazin-2-yl)pyrazolo[1,5-a]pyridin-2-amine CN1CC(C(C1)C)OCC1=C(N(N=C1)C)C1=CC=2N(C=C1)N=C(C2)NC2=NC(=CN=C2)C